C(C)(C)C1=NC=CC(=C1)B(O)O (2-isopropyl-4-pyridyl)boronic acid